BrC1=CC=C(C=C1)CC(CNC)(F)F 3-(4-bromophenyl)-2,2-difluoro-N-methyl-propan-1-amine